1,3-bis-(2,6-diisopropylphenyl)-imidazol-2-ylidene-(allyl)palladium chloride C(C)(C)C1=C(C(=CC=C1)C(C)C)N1C(N(C=C1)C1=C(C=CC=C1C(C)C)C(C)C)=[Pd](CC=C)Cl